tert-butyl (R)-2-((4-(5-amino-6-bromopyrazin-2-yl)-1H-pyrazol-1-yl)methyl)-5,5-dimethylmorpholine-4-carboxylate NC=1N=CC(=NC1Br)C=1C=NN(C1)C[C@H]1CN(C(CO1)(C)C)C(=O)OC(C)(C)C